C(C=1C(C(=O)[O-])=CC=CC1)(=O)OCCOC(C=C)=O mono(2-acryloxyethyl) phthalate